C(CCCCCCCC)[N+](CCC)(CCC)CCCCCCCCC dinonyldipropylammonium